FC(C(=O)O)(F)F.O=C1NC(CCC1N1C(C2=CC=C(C=C2C1=O)OC[C@H]1N(C[C@@H](C1)OC1CCNCC1)C)=O)=O 2-(2,6-dioxopiperidin-3-yl)-5-[[(2S,4R)-1-methyl-4-(piperidin-4-yloxy)pyrrolidin-2-yl]methoxy]isoindole-1,3-dione trifluoroacetate